ClC1=C(C=CC=C1)C(CBr)O 1-(2-chlorophenyl)-2-bromoethanol